NCC1=NNC(C2=CC=C(C=C12)C=1C=NN(C1N1C(C2=CC=CC(=C2C1)C1CCCC1)=O)C)=O 4-(aminomethyl)-6-(5-(4-cyclopentyl-1-oxoisoindol-2-yl)-1-methyl-1H-pyrazol-4-yl)phthalazin-1(2H)-one